tert-Butyl N-[(1S)-1-{3-[1-(difluoromethyl)-4-nitro-1H-pyrazol-5-yl]phenyl}but-3-en-1-yl]carbamate FC(N1N=CC(=C1C=1C=C(C=CC1)[C@H](CC=C)NC(OC(C)(C)C)=O)[N+](=O)[O-])F